3-{4-[(2,3-diamino-4-pyridinyl)oxy]-3-ethylphenyl}-1-[3-(trifluoromethoxy)phenyl]-2,4-imidazolidinedione NC1=NC=CC(=C1N)OC1=C(C=C(C=C1)N1C(N(CC1=O)C1=CC(=CC=C1)OC(F)(F)F)=O)CC